(S)-4-(5-(5-fluoro-2-methoxypyridin-4-yl)-1H-pyrazole-3-carbonyl)-N-((4-(trifluoromethyl)pyridin-3-yl)methyl)-4-azaspiro[2.5]octane-7-carboxamide FC=1C(=CC(=NC1)OC)C1=CC(=NN1)C(=O)N1C2(CC2)C[C@H](CC1)C(=O)NCC=1C=NC=CC1C(F)(F)F